C(#N)C(C(=O)N1CCN(C2=CC(=CC=C12)C(=O)OC)C(=O)OC(C)(C)C)=CC1=CC=C(C=C1)OC tert-butyl 4-[2-cyano-3-(4-methoxyphenyl)-1-oxoprop-2-enyl]-7-(methoxycarbonyl)-1,2,3,4-tetrahydroquinoxaline-1-carboxylate